NC1=NC(N(C=C1)[C@H]1[C@@H](O)[C@H](O)[C@](O1)(CO)N=[N+]=[N-])=O 4-Amino-1-(4-C-azido-β-D-arabinofuranosyl)-2(1H)-pyrimidinone